ClC1=CC=C2C(=N1)N=C(O2)N2CCN(CC2)C(=O)C2=CC=C(C=C2)C=2N=NN(C2)CC(C)(C)C (4-(5-chlorooxazolo[4,5-b]pyridin-2-yl)piperazin-1-yl)(4-(1-neopentyl-1H-1,2,3-triazol-4-yl)phenyl)methanone